2-methyl-6-methoxy-4-chloroquinoline-3-carboxylic acid ethyl ester C(C)OC(=O)C=1C(=NC2=CC=C(C=C2C1Cl)OC)C